C(CC)C(C#N)CCCCC 2-propyl-1-heptanenitrile